C(#N)C1=C(C=CC=C1C1=CC2=C(OCCO2)C=C1)NC(=O)C=1C(N(C=C(C1)CNCCO)C)=O N-[2-Cyano-3-(2,3-dihydro-1,4-benzodioxin-6-yl)phenyl]-5-{[(2-hydroxyethyl)amino]methyl}-1-methyl-2-oxo-1,2-dihydropyridin-3-carboxamid